ClC1=C(C=NN(C1=O)C=1C=CC(=NC1)S(=O)(=O)N(C1=CC=C(C=C1)OC(F)(F)F)C([2H])([2H])[2H])NC[C@@]1(COCCC1)F 5-[5-chloro-4-[[(3S)-3-fluorotetrahydropyran-3-yl]methylamino]-6-oxo-pyridazin-1-yl]-N-(trideuteriomethyl)-N-[4-(trifluoromethoxy)phenyl]pyridine-2-sulfonamide